OC1C[C@H]2C([C@H]2C1)C#N (1R,5S,6S)-3-hydroxybicyclo[3.1.0]Hexane-6-carbonitrile